FC=1C=C(C=C(C1)F)[C@@H]1CC[C@H]2OC3(C(N21)=O)CCN(CC3)C(=O)C=3N(C=CC3)C (5'S,7a'R)-5'-(3,5-difluoro-phenyl)-1-(1-methyl-1H-pyrrole-2-carbonyl)tetra-hydro-3'H-spiro[piperidine-4,2'-pyrrolo[2,1-b]oxazol]-3'-one